6-((3S,4S)-4-amino-3-methyl-2-oxa-8-azaspiro[4.5]decan-8-yl)-3-(2-bromo-3-chloropyridin-4-yl)-1H-pyrazolo[3,4-b]pyridine-4-carboxylic acid N[C@@H]1[C@@H](OCC12CCN(CC2)C=2C=C(C1=C(N2)NN=C1C1=C(C(=NC=C1)Br)Cl)C(=O)O)C